propylene fluorosulfate S(=O)(=O)(O)F.C=CC